N-[rac-(1R,3R)-3-butoxycyclohexyl]-1,5,7-trimethyl-4-oxo-4,5-dihydro-1H-pyrrolo[3,2-c]pyridine-3-carboxamide C(CCC)O[C@H]1C[C@@H](CCC1)NC(=O)C1=CN(C2=C1C(N(C=C2C)C)=O)C |r|